COC1=C(CN(S(=O)=O)C=CC)C=CC(=C1)OC N-(2,4-dimethoxybenzyl)-N-methylvinylsulfonamide